C(C=C)(=O)OCCC[Si](C)(C)OC acryloyloxypropyl-methoxydimethylsilane